FC1=CC=CC2=C1C(=C(S2)F)C2=CC=CC=C2 difluoro-3-phenyl-1-benzothiophene